2-methylpropyl 2-methylbutanoate CC(C(=O)OCC(C)C)CC